3-(2-((4-(2-(4-chloro-2-fluorophenyl)-2-methylbenzo[d][1,3]dioxol-4-yl)piperidin-1-yl)methyl)-1-(2-methoxyethyl)-1H-imidazol-5-yl)acrylic acid ClC1=CC(=C(C=C1)C1(OC2=C(O1)C=CC=C2C2CCN(CC2)CC=2N(C(=CN2)C=CC(=O)O)CCOC)C)F